ClCC(=O)OCC(O)CO glycerol monochloroacetate